BrC=1C(=C2C(=NC1)NC(=N2)C2=C(N(C(=C2)C)C2=CC=C(C=C2)S(=O)(=O)N2CCOCC2)C)N[C@@H]2CN(CC2)S(=O)(=O)CC (S)-6-bromo-2-(2,5-dimethyl-1-(4-(morpholinosulfonyl)phenyl)-1H-pyrrol-3-yl)-N-(1-(ethylsulfonyl)pyrrolidin-3-yl)-3H-imidazo[4,5-b]pyridin-7-amine